ethyl 2-(2-((3-amino-7-(3-(aminomethyl)-2-fluorophenyl)benzo[d]isoxazol-5-yl)methoxy)phenyl)acetate NC1=NOC2=C1C=C(C=C2C2=C(C(=CC=C2)CN)F)COC2=C(C=CC=C2)CC(=O)OCC